[Li+].C(C)(C)(C)C1=C(C(=CC(=C1)S(=O)(=O)[O-])C(C)(C)C)S(=O)(=O)[O-].[Li+] 2,6-di-tert-butylbenzene-1,4-disulfonic acid lithium salt